BrC1=CC=C2C(C(C(NC2=C1F)=O)[N+](=O)[O-])=O 7-bromo-8-fluoro-3-nitroquinoline-2,4(1H,3H)-dione